(R)-4-chloro-2-(1-((2-(difluoromethoxy)-5-ethylphenyl)sulfonyl)piperidin-4-yl)-5-(((tetrahydro-2H-pyran-3-yl)methyl)amino)pyridazin-3(2H)-one ClC=1C(N(N=CC1NC[C@@H]1COCCC1)C1CCN(CC1)S(=O)(=O)C1=C(C=CC(=C1)CC)OC(F)F)=O